C(C)(C)(C)N1N=C(C=C1)Br tert-butyl-3-bromo-1H-pyrazole